C(C1=CC=CC=C1)=NC1=NNC(=N1)N N-benzylidene-1H-[1,2,4]triazole-3,5-diamine